(2S)-4-[2-(cyclopropoxy)ethyl-[4-(5,6,7,8-tetrahydro-1,8-naphthyridin-2-yl)butyl]amino]-2-[[(2R,5R)-2,5-dimethylpyrrolidine-1-carbonyl]amino]butanoic acid C1(CC1)OCCN(CC[C@@H](C(=O)O)NC(=O)N1[C@@H](CC[C@H]1C)C)CCCCC1=NC=2NCCCC2C=C1